CC1=NOC(=C1C=1C=C2C(=NC1)N(C=C2C2=C(C=C(C(=O)O)C=C2)OC(F)(F)F)C2=C(C=CC=C2)F)C 4-(5-(3,5-dimethylisoxazol-4-yl)-1-(2-fluorophenyl)-1H-pyrrolo[2,3-b]pyridin-3-yl)-3-(trifluoromethoxy)benzoic acid